N-(4-bromophenyl)-N'-(propan-2-yl)spiro[bicyclo[2.2.1]heptane-7,1'-cyclopropane]-2,3-dicarboxamide BrC1=CC=C(C=C1)NC(=O)C1C2CCC(C1C(=O)NC(C)C)C21CC1